2-(2-azidoacetamido)-N-(4-methoxyphenyl)-N-methyl-3-phenylpropanamide N(=[N+]=[N-])CC(=O)NC(C(=O)N(C)C1=CC=C(C=C1)OC)CC1=CC=CC=C1